CC1(C([C@H]2[C@H](CN(C2)C(=O)OC(C)(C)C)C1)=O)C 2-Methyl-2-propanyl (3aS,6aR)-5,5-dimethyl-4-oxohexahydrocyclopenta[c]pyrrole-2(1H)-carboxylate